O=C1C(C(=O)O)C=CC=C1 oxo-benzoic acid